3-(4-fluorophenyl)-3-(((2-(trifluoromethyl)-[1,2,4]triazolo[1,5-a]pyridin-5-yl)amino)methyl)azetidine-1-sulfonamide FC1=CC=C(C=C1)C1(CN(C1)S(=O)(=O)N)CNC1=CC=CC=2N1N=C(N2)C(F)(F)F